CN(S(=O)(=O)C)C=1C=NC=CC1 3-(N-methylmethylsulfonamido)pyridine